BrC1=NN(C(=N1)OC1=C(C(=CC=C1)F)F)CC(F)(F)F 3-bromo-5-(2,3-difluorophenoxy)-1-(2,2,2-trifluoroethyl)-1H-1,2,4-triazole